[N+](=O)([O-])[N-][N+](=O)[O-].[NH4+] ammonium dinitroamide